CC1=C(C(=CC=C1)C)NC1=NN(C2=NC(=NC=C21)NC2=CC=C(C=C2)N2CCN(CC2)C=2C=C1C(N(C(C1=CC2F)=O)C2C(NC(CC2)=O)=O)=O)C 5-(4-(4-((3-((2,6-Dimethylphenyl)amino)-1-methyl-1H-pyrazolo[3,4-d]pyrimidin-6-yl)amino)phenyl)piperazin-1-yl)-2-(2,6-dioxopiperidin-3-yl)-6-fluoroisoindoline-1,3-dione